tert-butyl 4-((4-chloro-7-cyclopropoxyquinazoline-6-yl)oxy)piperidine-1-carboxylate ClC1=NC=NC2=CC(=C(C=C12)OC1CCN(CC1)C(=O)OC(C)(C)C)OC1CC1